N-[4-amino-2-(trifluoromethyl)phenyl]-N-tert-butoxycarbonyl-carbamic acid tert-butyl ester C(C)(C)(C)OC(N(C(=O)OC(C)(C)C)C1=C(C=C(C=C1)N)C(F)(F)F)=O